N'-(2-chloro-4-((4-chlorophenyl)(cyano)methyl)-5-methylphenyl)-N-ethyl-N-methylformimidamide ClC1=C(C=C(C(=C1)C(C#N)C1=CC=C(C=C1)Cl)C)N=CN(C)CC